ClC=1C(=NC=CC1C1=NC(=C(C=C1)CNC[C@@H]1NC(CC1)=O)OC)C=1C(=C(C=CC1)NC(C1=NC=C(C=C1)CN1C[C@H](CC1)O)=O)C N-(3-(3'-chloro-6-methoxy-5-(((((R)-5-oxopyrrolidin-2-yl)methyl)amino)methyl)-[2,4'-bipyridin]-2'-yl)-2-methylphenyl)-5-(((S)-3-hydroxypyrrolidin-1-yl)methyl)picolinamide